C(C)OC(C(C)(C)OC1=C(C=C(C=C1C)CN1C=NN(C1=O)C1=CC=C(C=C1)OC)C)=O 2-(4-((1-(4-methoxyphenyl)-5-oxo-1,5-dihydro-4H-1,2,4-triazol-4-yl)methyl)-2,6-dimethylphenoxy)-2-methylpropanoic acid ethyl ester